(S)-N-(5-methyl-1H-pyrazol-3-yl)-1-(1-(pyridin-3-yl)ethyl)-1H-pyrazolo[3,4-b]pyrazin-6-amine CC1=CC(=NN1)NC1=CN=C2C(=N1)N(N=C2)[C@@H](C)C=2C=NC=CC2